C1(=CC=CC=C1)C1CCC(CC1)OCOC(=O)N1CCCCC1 (((4-phenyl-cyclohexyl)oxy)methyl)piperidine-1-carboxylate